FC=1C=[N+](C=C(C1)C(F)(F)F)[O-] 3-fluoro-1-oxido-5-(trifluoromethyl)pyridin-1-ium